C(C)(C)(C)OC(=O)N1[C@@H](CN(C[C@@H]1C)C1=CC(=CC=C1)C=1N=NN(C1)CC1=C(C=C(C=C1)C=1OC(=NN1)C(F)F)F)C (2r,6s)-4-(3-(1-(4-(5-(difluoromethyl)-1,3,4-oxadiazol-2-yl)-2-fluorobenzyl)-1H-1,2,3-triazol-4-yl)phenyl)-2,6-dimethylpiperazine-1-carboxylic acid tert-butyl ester